NC=1C(=NN(C1)C1=C2C=CC(=NC2=CC=C1)C(=O)NS(=O)(=O)C1=NC(=CC=C1OC)C(C)(C)C)C 5-(4-amino-3-methyl-1H-pyrazol-1-yl)-N-((6-(tert-butyl)-3-methoxypyridin-2-yl)sulfonyl)quinoline-2-carboxamide